CC(=CC(=O)OC)CCC=C(C)C methyl 3,7-dimethyl-2,6-octadienoate